C1(=CC=CC=C1)C(C)OC(=O)NC1=C(C=NN1C1=CC=C(C=C1)C1=CC=CC=C1)C(F)(F)F 4'-[5-(1-Phenyl-ethoxycarbonylamino)-4-trifluoromethyl-pyrazol-1-yl]-biphenyl